2-[2-(dihydroxyphosphoryl)-ethoxymethyl]-acrylic acid OP(=O)(O)CCOCC(C(=O)O)=C